FC(C1=NC(=NO1)C1=CC=C(C=C1)C(CS(=O)C1=CC=C(C=C1)C(F)(F)F)=O)(F)F 1-(4-(5-(Trifluoromethyl)-1,2,4-oxadiazol-3-yl)phenyl)-2-((4-(trifluoromethyl)phenyl)sulfinyl)ethan-1-on